CCCCC/C=C\C/C=C\CCCCCCCCCC(=O)O[C@H](COC(=O)CCCCCCC/C=C\C/C=C\CCCC)COP(=O)(O)OC[C@H](CO)O 1-(9Z,12Z-heptadecadienoyl)-2-(11Z,14Z-eicosadienoyl)-glycero-3-phospho-(1'-sn-glycerol)